3-[(ethanesulfonylmeth-yl)azetidin-1-yl]-5-(propan-2-yl)-2,7-naphthyridin-3-amine C(C)S(=O)(=O)CC1N(CC1)C1(NC=C2C=NC=C(C2=C1)C(C)C)N